FC(S(=O)(=O)[N-]C1=CC(=CC=C1)C(F)(F)F)(F)F trifluoromethanesulfonyl(3-(trifluoromethyl)phenyl)amide